OC=1C=C(C=C(C1)C(C)C)[OH2+] (3-Hydroxy-5-propan-2-ylphenyl)oxidanium